ClC1=C(C=NC=2OCCNC21)N2CC=1C=C(N=CC1CC2)NC2=NN1CC(N(CCC1=C2)C)=O [(6-{8-chloro-1H,2H,3H-pyrido[2,3-b][1,4]oxazin-7-yl}-5,6,7,8-tetrahydro-2,6-naphthyridin-3-yl)amino]-6-methyl-4H,5H,6H,7H,8H-pyrazolo[1,5-d][1,4]diazepin-7-one